2-tert-butoxycarbonyl-tetrahydro-beta-carboline C(C)(C)(C)OC(=O)N1CC2=NC3=CC=CC=C3C2CC1